1-(2,3-dichloro-4-(2-(5-methyl-1H-indazol-1-yl)-2-oxoethoxy)phenyl)-2-methylenebutan ClC1=C(C=CC(=C1Cl)OCC(=O)N1N=CC2=CC(=CC=C12)C)CC(CC)=C